(R)-5-cyano-N-ethyl-N-(2,2,2-trifluoro-1-(3-methyl-4-(trifluoromethyl)phenyl)ethyl)pyridine-3-sulfonamide C(#N)C=1C=C(C=NC1)S(=O)(=O)N([C@@H](C(F)(F)F)C1=CC(=C(C=C1)C(F)(F)F)C)CC